C1(=CC=CC2=CC=CC=C12)CNC([C@H](C)NC(C(=O)O)CC=O)=O (((S)-1-((naphthalen-1-ylmethyl)amino)-1-oxopropan-2-yl)amino)-4-oxobutanoic acid